β-phenylacrylic acid butyl ester tetrafluoroborate F[B-](F)(F)F.C(CCC)OC(C=CC1=CC=CC=C1)=O